2-(2-((2,5-Bis(trifluoromethyl)pyrazolo[1,5-a]pyrimidin-7-yl)amino)-1-(4-fluorophenyl)ethyl)-2,5,7-triazaspiro[3.4]octan-6-one FC(C1=NN2C(N=C(C=C2NCC(C2=CC=C(C=C2)F)N2CC3(C2)NC(NC3)=O)C(F)(F)F)=C1)(F)F